4-hydroxy-9,10-dioxo-9,10-dihydroanthracene-2-carboxylic acid OC1=CC(=CC=2C(C3=CC=CC=C3C(C12)=O)=O)C(=O)O